tert-butyl (tert-butyloxycarbonyl)(2-chloropyrimidin-4-yl)carbamate C(C)(C)(C)OC(=O)N(C(OC(C)(C)C)=O)C1=NC(=NC=C1)Cl